N-(4-(oxiran-2-ylmethoxy)phenyl)acetamide O1C(C1)COC1=CC=C(C=C1)NC(C)=O